N4-(3-chloro-4-((3-fluorobenzyl)oxy)phenyl)-7-((3-methyltetrahydrofuran-3-yl)ethynyl)quinazoline-4,6-diamine ClC=1C=C(C=CC1OCC1=CC(=CC=C1)F)NC1=NC=NC2=CC(=C(C=C12)N)C#CC1(COCC1)C